(4'-(1,1-difluoroethyl)-3,5-difluoro-[1,1'-biphenyl]-4-yl)-5'-(1-methyl-1H-pyrazol-4-yl)spiro[cyclopropane-1,3'-imidazo[1,2-a]imidazole]-2'(1'H)-one FC(C)(F)C1=CC=C(C=C1)C1=CC(=C(C(=C1)F)N1C=2N(C3(C1=O)CC3)C(=CN2)C=2C=NN(C2)C)F